4-((cyclopropylmethyl)amino)-6-methyl-1-phenyl-7-(trifluoromethoxy)-quinazolin-2(1H)-one C1(CC1)CNC1=NC(N(C2=CC(=C(C=C12)C)OC(F)(F)F)C1=CC=CC=C1)=O